(S)-N-piperidin-3-yl-acetamide trifluoroacetate FC(C(=O)O)(F)F.N1C[C@H](CCC1)NC(C)=O